OC[C@@H]1[C@@H]([C@@H](CC(O1)O)O)O (4R,5R,6R)-6-(hydroxymethyl)tetrahydro-2H-pyran-2,4,5-triol